ClC=1C=CC(=C(C1)C1=CC(=C(N=N1)C)NC1=CC(=NC=C1)NC(=O)CCN1CC(N(CC1)C)C(=O)OC)F methyl 4-{2-[(4-{[6-(5-chloro-2-fluorophenyl)-3-methylpyridazin-4-yl]amino}pyridin-2-yl)carbamoyl]ethyl}-1-methylpiperazine-2-carboxylate